CC=1C(=NC2=NC(=CC(=C2C1O)C)C)O 3,5,7-trimethyl-1,8-naphthyridine-2,4-diol